N-(6-methyl-5-(4,4,5,5-tetramethyl-1,3,2-dioxaborolan-2-yl)pyridin-3-yl)-3-(trifluoromethyl)benzamide CC1=C(C=C(C=N1)NC(C1=CC(=CC=C1)C(F)(F)F)=O)B1OC(C(O1)(C)C)(C)C